O1C(OCC1)C1CCN(CC1)C1=CC=C(C2=C1N=CO2)[N+](=O)[O-] 4-(4-(1,3-dioxolan-2-yl)piperidin-1-yl)-7-nitrobenzoxazole